NC1=NC(N(C=C1)[C@@H]1O[C@]([C@H]([C@@H]1C#C[Si](C)(C)C)OCC1=CC=CC=C1)(CCl)COCC1=CC=CC=C1)=O 4-amino-1-[(2R,3S,4S,5R)-4-(benzyloxy)-5-[(benzyloxy)methyl]-5-(chloromethyl)-3-[2-(trimethylsilyl)ethynyl]oxolan-2-yl]pyrimidin-2-one